ClC=1C=C(C=C(C1)Cl)[C@@]1([C@@H](CN(CC1)S(=O)(=O)C1=CC=C(C=C1)NC(C1=C(C=CC=C1)N(S(=O)(=O)C)C)=O)O)O N-(4-(((3R,4S)-4-(3,5-dichlorophenyl)-3,4-dihydroxypiperidin-1-yl)sulfonyl)phenyl)-2-(N-methylmethylsulfonamido)benzamide